C(C1=CC=CC=C1)OC(=O)N1[C@H](CCC1)[C@@H]([C@H](C1=CC=C(C=C1)F)C1=C(C(=CC=C1)F)F)O (R)-2-((1R,2R)-2-(2,3-difluorophenyl)-2-(4-fluorophenyl)-1-hydroxyethyl)pyrrolidine-1-carboxylic acid benzyl ester